C1(=CC(=CC=C1)OC1=CC=C(N)C=C1)OC1=CC=C(N)C=C1 4,4'-(1,3-phenylenebis(oxy))dianiline